(R)-4-(3-(1-acryloylpiperidin-3-yl)-5-methylimidazo[1,5-a]pyrazin-1-yl)-N-(pyridin-2-yl)benzamide C(C=C)(=O)N1C[C@@H](CCC1)C1=NC(=C2N1C(=CN=C2)C)C2=CC=C(C(=O)NC1=NC=CC=C1)C=C2